OCCC1=CC(=NC=C1)N(C(OC(C)(C)C)=O)CC1=CC=C(C=C1)OC tert-butyl [4-(2-hydroxyethyl)pyridin-2-yl](4-methoxybenzyl)carbamate